tert-butyl 6-[8-amino-7-(methoxymethyl)-2-naphthyl]pyridine-2-carboxylate NC=1C(=CC=C2C=CC(=CC12)C1=CC=CC(=N1)C(=O)OC(C)(C)C)COC